IC=1C(=NN(C1C=1C=NC=CC1)C1CC2(CN(C2)C(=O)OC(C)(C)C)C1)C tert-butyl 6-(4-iodo-3-methyl-5-(pyridin-3-yl)-1H-pyrazol-1-yl)-2-azaspiro[3.3]heptane-2-carboxylate